C(=O)(O)CN(S(=O)(=O)C1=CC2=CC=CC=C2C=C1)C=1C=C(C=CC1)C1=CC=C(N1CCF)C(=O)O 5-(3-(N-(carboxymethyl)naphthalene-2-sulfonamido)phenyl)-1-(2-fluoroethyl)-1H-pyrrole-2-carboxylic acid